6-(7,8-dihydro-5H-1,6-naphthyridin-6-yl)-5-methyl-N-(4-pyridylmethyl)pyridine N1=CC=CC=2CN(CCC12)C1=C(C=CCN1CC1=CC=NC=C1)C